(1S,3R,4S,5R)-3-((5-chloro-4-(4-fluoro-1-isopropyl-2-(pyridin-3-yl)-1H-benzo[d]imidazol-6-yl)pyrimidin-2-yl)amino)-6,8-dioxabicyclo[3.2.1]octan-4-ol ClC=1C(=NC(=NC1)N[C@@H]1C[C@H]2CO[C@@H]([C@H]1O)O2)C=2C=C(C1=C(N(C(=N1)C=1C=NC=CC1)C(C)C)C2)F